4-(2-Bromo-4-cyano-3-fluoro-5-(methoxy-d3)phenyl)-3-oxobutanoic acid BrC1=C(C=C(C(=C1F)C#N)OC([2H])([2H])[2H])CC(CC(=O)O)=O